OC1=C(CC2=C(C(=CC(=C2)Cl)CC2=C(C=CC(=C2)Cl)O)O)C=C(C=C1)Cl 2,6-Bis(2-hydroxy-5-chlorobenzyl)-4-chlorophenol